methoxyaniline hydrochloride Cl.CONC1=CC=CC=C1